C(CCCCCCCCCCCCCCCCC)(=O)[O-].O[Al+]O (dihydroxy)aluminum monostearate